(R)-(3,4-dichlorophenyl)(3-(5-fluorobenzo[d]thiazol-2-yl)-8-methyl-5,6-dihydro-[1,2,4]triazolo[4,3-a]pyrazin-7(8H)-yl)methanone ClC=1C=C(C=CC1Cl)C(=O)N1[C@@H](C=2N(CC1)C(=NN2)C=2SC1=C(N2)C=C(C=C1)F)C